(+/-)-N5-(2-Methoxyethyl)-N7-methyl-3-phenyl-2,3-dihydrobenzofuran-5,7-dicarboxamid COCCNC(=O)C=1C=C(C2=C([C@H](CO2)C2=CC=CC=C2)C1)C(=O)NC |r|